Cl.FC1(CCNCC1)C(=O)OCC ethyl 4-fluoropiperidine-4-carboxylate HCl